(2S,3S,4S,5R)-3-(3,4-difluoro-2-methoxy-phenyl)-4,5-dimethyl-5-(trifluoromethyl)tetrahydrofuran FC=1C(=C(C=CC1F)[C@H]1CO[C@]([C@H]1C)(C(F)(F)F)C)OC